FC(OC1=CC=C(C=C1)C1=CN=C2N1C=CN=C2NC2=CC(=C(C=C2)C(=O)N2CCC(CC2)C(=O)N2[C@@H]([C@@H]([C@@H]([C@H](C2)O)O)O)CO)C)F [4-[[3-[4-(difluoromethoxy)phenyl]imidazo[1,2-a]pyrazin-8-yl]amino]-2-methylphenyl]-[4-[(2R,3S,4R,5S)-3,4,5-trihydroxy-2-(hydroxymethyl)piperidine-1-carbonyl]piperidin-1-yl]methanone